CC1(NCC2=C(C=CC=C2C1)C1CCN(CC1)C)C 3,3-dimethyl-8-(1-methylpiperidin-4-yl)-1,2,3,4-tetrahydroisoquinoline